O=C1N[C@@H]2[C@H](N1)CS[C@@H]2CCCCC(=O)NCCNC(CCC(C)(SC(=S)SCCCCCCCCCCCC)C#N)=O N-[2-[5-[(3aR,4R,6aS)-2-oxo-1,3,3a,4,6,6a-hexahydrothieno[3,4-d]imidazol-4-yl]pentanoylamino]ethyl]-4-cyano-4-dodecylsulfanylcarbothioylsulfanyl-pentanamide